tert-butyl (1S,2R)-2-(7-cyano-3-oxo-4-(m-tolylamino)-2,3-dihydro-1H-pyrrolo[3,4-c]pyridin-6-ylamino)cyclohexylcarbamate C(#N)C=1C2=C(C(=NC1N[C@H]1[C@H](CCCC1)NC(OC(C)(C)C)=O)NC=1C=C(C=CC1)C)C(NC2)=O